C(C)C=1N(CC2=CC=CC=C2C1CC)N1C2=C(C=3CCCCC13)C=CC=N2 (R)-3,4-diethyl-2-(5,6,7,8-tetrahydro-9H-pyrido[2,3-b]indol-9-yl)isoquinoline